4-[(1H-imidazol-1-yl)methyl]Benzonitrile N1(C=NC=C1)CC1=CC=C(C#N)C=C1